4,5-dibutoxyphthalonitrile C(CCC)OC=1C=C(C(C#N)=CC1OCCCC)C#N